C(N)(=S)C=1C(=NN2C1N=CC=C2C(=O)NC2CC1=CC=CC=C1C2)COC 3-carbamothioyl-N-indan-2-yl-2-(methoxymethyl)pyrazolo[1,5-a]pyrimidine-7-carboxamide